1,5-dimethylolhydantoin C(O)N1C(=O)NC(=O)C1CO